BrC1=C2C(=NNC2=C(C=C1)S(=O)(=O)C)F 4-bromo-3-fluoro-7-(methylsulfonyl)-1H-indazole